BrC1=C(C(=C(C=C1)N)C)F 4-bromo-3-fluoro-2-methyl-phenylamine